NC1=NC=C(C2=C1C=NN2)NC(C(N2[C@H](CC[C@@H](C2)C)C=2N(N=C(C2)C)C)=O)=O |r| N-(4-amino-1H-pyrazolo[4,3-c]pyridin-7-yl)-2-oxo-2-[rac-(2R,5S)-2-(2,5-dimethylpyrazol-3-yl)-5-methyl-1-piperidyl]acetamide